N6,N8-bis(1-ethylpropyl)-3-isopropyl-[1,2,4]triazolo[4,3-b]pyridazine-6,8-diamine C(C)C(CC)NC=1C=C(C=2N(N1)C(=NN2)C(C)C)NC(CC)CC